piperidin-3-yl-(2-cyanoethyl)diisopropylphosphoramide N1CC(CCC1)N(P(=O)(N(C(C)C)C(C)C)N)CCC#N